C1CC12C1(CC1)C2CCOC2=NNC=C2 3-(2-dispiro[2.0.2.1]heptane-7-ylethoxy)-1H-pyrazole